C(CC)(=O)[O-].C[NH+](CCOCCO)C N,N-dimethyl-N-(2-hydroxy-ethoxyethyl)ammonium propionate